CN1C(CC(CC1(C)C)OC(=O)C(=CC1=CC=C(C=C1)OC)C(=O)OC1CC(N(C(C1)(C)C)C)(C)C)(C)C 1,1-bis(1,2,2,6,6-pentamethyl-4-piperidinyloxycarbonyl)-2-(4-methoxyphenyl)ethene